[4-(6-Amino-pyridazin-3-yl)-piperidin-1-yl]-[5-(4-chloro-phenyl)-4-methoxy-pyridin-2-yl]-methanone NC1=CC=C(N=N1)C1CCN(CC1)C(=O)C1=NC=C(C(=C1)OC)C1=CC=C(C=C1)Cl